[I-].C[NH+](C(C)C)C dimethyl(propan-2-yl)azanium iodide